4-((1-(3-chloro-5-(trifluoromethoxy)phenyl)piperidin-4-yl)thio)-1H-1,2,3-triazole-5-carboxylic acid ClC=1C=C(C=C(C1)OC(F)(F)F)N1CCC(CC1)SC=1N=NNC1C(=O)O